1-(3-ACETYL-PHENYL)-5-METHYL-1H-[1,2,3]TRIAZOLE-4-CARBOXYLIC ACID C(C)(=O)C=1C=C(C=CC1)N1N=NC(=C1C)C(=O)O